butyldimethyl(2-phenoxy-2-phenylethoxy)silane C(CCC)[Si](OCC(C1=CC=CC=C1)OC1=CC=CC=C1)(C)C